3'-galactosyllactose C1([C@H](O)[C@@H](O)[C@@H](O)[C@H](O1)CO)[C@]1([C@H]([C@H](O[C@H]2[C@@H]([C@H](C(O)O[C@@H]2CO)O)O)O[C@@H]([C@@H]1O)CO)O)O